5α-cholestan-3β,5α,6β-triol CC(C)CCC[C@@H](C)[C@H]1CC[C@H]2[C@@H]3C[C@H]([C@]4(C[C@H](CC[C@]4(C)[C@H]3CC[C@]12C)O)O)O